8-acetyl-2-ethylsulfanyl-3-methyl-6-(trifluoromethyl)chromen-4-one C(C)(=O)C=1C=C(C=C2C(C(=C(OC12)SCC)C)=O)C(F)(F)F